C(#N)C1(CC1)/C=C/C(=O)OCC ethyl (E)-3-(1-cyanocyclopropyl)acrylate